S(O)(O)(=O)=O.CCCC butane sulphurate